N-(4-carbamoylphenyl)-2-(2-chloro-4-fluoro-phenoxy)-6-(trifluoromethyl)benzamide C(N)(=O)C1=CC=C(C=C1)NC(C1=C(C=CC=C1C(F)(F)F)OC1=C(C=C(C=C1)F)Cl)=O